COC1=C2C(=C3C(=CC(=NC3=C1OC)C(=O)OCC)C(=O)OCC)NC(=C2)C(=O)OCC ethyl 4,5-dimethoxy-7,9-bis(ethoxycarbonyl)-1H-pyrrolo[2,3-f]quinoline-2-carboxylate